FC(C1=C(C=CC(=N1)C1=CC(=NC=C1)C=C)OC[C@](CC(C)C)(N)C)F (S)-1-((6-(difluoromethyl)-2'-vinyl-[2,4'-bipyridyl]-5-yl)oxy)-2,4-dimethylpentan-2-amine